3-chloro-2,6-diethylaniline ClC=1C(=C(N)C(=CC1)CC)CC